(3-bromo-1-cyclopropyl-1H-1,2,4-triazol-5-yl)ethanol BrC1=NN(C(=N1)C(C)O)C1CC1